1,4-bis(2-methyl-1H-imidazol-1-yl)butane trifluoromethanesulfonate FC(S(=O)(=O)O)(F)F.CC=1N(C=CN1)CCCCN1C(=NC=C1)C